8-[(2S,5R)-4-[(4-fluorophenyl)({pyrazolo[1,5-a]pyridin-3-yl})methyl]-2,5-dimethylpiperazin-1-yl]-5-methyl-6-oxo-5,6-dihydro-1,5-naphthyridine-2-carbonitrile FC1=CC=C(C=C1)C(N1C[C@@H](N(C[C@H]1C)C1=CC(N(C=2C=CC(=NC12)C#N)C)=O)C)C=1C=NN2C1C=CC=C2